N=1C(=NCC1)/C=C/C(=O)NCCC1=CN=CN1 (2E)-3-(4H-imidazol-2-yl)-N-[2-(1H-imidazol-5-yl)ethyl]prop-2-enamide